[S-]C#N.C[P+](C)(C)C tetramethylphosphonium thiocyanate